isoxazolecarbamic acid O1N=C(C=C1)NC(=O)O